CS(=O)(=O)N1CC(C(C(C1)([2H])[2H])NC(OC(C)(C)C)=O)([2H])[2H] tert-butyl (1-(methylsulfonyl)piperidin-4-yl-3,3,5,5-d4)carbamate